methyl (3R)-3-[[2-(6-bromo-1-oxo-spiro[3H-isoquinoline-4,1'-cyclopropane]-2-yl)acetyl]amino]piperidine-1-carboxylate BrC=1C=C2C(=CC1)C(N(CC21CC1)CC(=O)N[C@H]1CN(CCC1)C(=O)OC)=O